CN1CCC(CC1)NC(OC1=CC=C(C=C1)F)=O 4-fluorophenyl N-(1-methylpiperidin-4-yl)carbamate